(2-hydroxy-6-methoxyphenyl)-1-(2-methylpropyl)-1,2,3-benzotriazole-5-carboxamide OC1=C(C(=CC=C1)OC)C1=C(C=CC=2N(N=NC21)CC(C)C)C(=O)N